BrC1=C(C=C(C=C1)C(C(=O)OCC)N(CC1=CC=CC=C1)CC1=CC=CC=C1)F ethyl 2-(4-bromo-3-fluorophenyl)-2-(dibenzylamino)acetate